C1(CC1)C(=O)NC1=NC=CC(=C1)OC1=CC(=C(C=C1F)N(C(=O)C1(CC1)C(=O)N)C1=CC=C(C=C1)F)F N-(4-((2-(cyclopropanecarboxamido)pyridin-4-yl)oxy)-2,5-difluorophenyl)-N-(4-fluorophenyl)cyclopropane-1,1-dicarboxamide